(2r,5s)-5-[2-(4-chloro-3-fluorophenoxy)acetamido]-2-(phenylcarbamoyl)piperidine-1-carboxylic acid tert-butyl ester C(C)(C)(C)OC(=O)N1[C@H](CC[C@@H](C1)NC(COC1=CC(=C(C=C1)Cl)F)=O)C(NC1=CC=CC=C1)=O